2-fluoro-4-(5-(p-toluenesulfonyloxy)pentyl)nicotinic acid tert-butyl ester C(C)(C)(C)OC(C1=C(N=CC=C1CCCCCOS(=O)(=O)C1=CC=C(C)C=C1)F)=O